1-{4-(2,3-dihydro-1,4-benzodioxin-2-yl)benzyl}piperidine-3-carboxamide O1C(COC2=C1C=CC=C2)C2=CC=C(CN1CC(CCC1)C(=O)N)C=C2